2-(4-fluorophenyl)thiophene FC1=CC=C(C=C1)C=1SC=CC1